FC(C1=NC=C(C=C1C1=C2CCN(C(C2=CC(=C1)CCN(C)CC)=O)CC1=NC=C(C#N)C(=C1)OCC)C)F 6-((5-(2-(difluoromethyl)-5-methylpyridin-3-yl)-7-(2-(ethyl(methyl)amino)ethyl)-1-oxo-3,4-dihydroisoquinolin-2(1H)-yl)methyl)-4-ethoxynicotinonitrile